dimethoxyethylene glycol phthalate C(C=1C(C(=O)O)=CC=CC1)(=O)O.COC(C(OC)O)O